C[C@H](CC=C)CCC=C(C)C (S)-4,8-Dimethylnona-1,7-diene